(2S,4R)-1-[(2S)-3,3-dimethyl-2-[4-(3-quinolyl)triazol-1-yl]butanoyl]-4-hydroxy-N-methyl-pyrrolidine-2-carboxamide CC([C@@H](C(=O)N1[C@@H](C[C@H](C1)O)C(=O)NC)N1N=NC(=C1)C=1C=NC2=CC=CC=C2C1)(C)C